ClC1=CC=C2C(=CC=NC2=C1)NC=1C=NC=CC1 7-Chloro-N-(pyridin-3-yl)quinolin-4-amine